2-{[7-(1-methyl-1H-indazol-6-yl)-3-oxo-1H,2H,3H-pyrrolo[3,4-c]pyridin-2-yl]methyl}prop-2-enenitrile CN1N=CC2=CC=C(C=C12)C=1C2=C(C=NC1)C(N(C2)CC(C#N)=C)=O